C(C)(C)(C)OC(=O)N1CC(OCC1)CN1C(C(=CC2=CC(=CC=C12)NC1=NC(=C(C=C1Cl)C#N)Cl)OCC(=O)OC)=O 2-((6-((3,6-Dichloro-5-cyanopyridin-2-yl)amino)-3-(2-methoxy-2-oxoethoxy)-2-oxoquinolin-1(2H)-yl)methyl)morpholine-4-carboxylic acid tert-butyl ester